trans-2-(6-(2-carbamoyl-5-(trifluoromethoxy)benzo[b]selenophen-3-yl)pyridin-2-yl)cyclopropane-1-carboxylic acid C(N)(=O)C1=C(C2=C([Se]1)C=CC(=C2)OC(F)(F)F)C2=CC=CC(=N2)[C@H]2[C@@H](C2)C(=O)O